N1CC(C1)CCN1N=CC(=C1)OC1=CC=C(N=N1)NC=1N=CC2=C(N1)N(C(C(=C2)C2=C(C=CC=C2Cl)Cl)=O)C 2-((6-((1-(2-(azetidin-3-yl)ethyl)-1H-pyrazol-4-yl)oxy)pyridazin-3-yl)amino)-6-(2,6-dichlorophenyl)-8-methylpyrido[2,3-d]pyrimidin-7(8H)-one